4-hydroxy-10,10-dimethyl-1-phenyl-3-(2,2,2-trifluoroethan-1-one-1-yl)-10H-indeno[3,2-g]quinoline OC1=C(CN(C2=CC3=C(C=C12)C1=CC=CC=C1C3(C)C)C3=CC=CC=C3)C(C(F)(F)F)=O